BrC1=CC(=C(CC2=NC3=C(N2CCOC)C=C(C=C3)C(=O)OC)C=C1)COC Methyl 2-(4-bromo-2-(methoxymethyl)benzyl)-1-(2-methoxyethyl)-1H-benzo[d]imidazole-6-carboxylate